ethyl-2-[[4-[[(4-cyanophenyl)methyl]amino]-6-(4-methyl-1-piperazinyl)-2-pyrimidinyl]amino]-4-methyl-5-thiazolecarboxylic acid trifluoroacetate FC(C(=O)O)(F)F.C(C)S1C(=NC(=C1C(=O)O)C)NC1=NC(=CC(=N1)NCC1=CC=C(C=C1)C#N)N1CCN(CC1)C